Tert-butyl (4-((4-aminophenyl) amino)-2-methyl-1-propionyl-1,2,3,4-tetrahydroquinolin-7-yl)-3,6-dihydropyridine-1(2H)-carboxylate NC1=CC=C(C=C1)NC1CC(N(C2=CC(=CC=C12)C1N(CC=CC1)C(=O)OC(C)(C)C)C(CC)=O)C